Methyl-1-(2-(2-((3R,4R)-3-amino-4-fluoropiperidin-1-yl)-5,6-difluoro-1H-benzo[d]imidazol-1-yl)acetyl)piperidin-4-carboxylat COC(=O)C1CCN(CC1)C(CN1C(=NC2=C1C=C(C(=C2)F)F)N2C[C@H]([C@@H](CC2)F)N)=O